CN1N=CC(=C1)C1=CC=C2C(=N1)C(=CS2)C2=CC(=NC=C2)C#N 4-(5-(1-methyl-1H-pyrazol-4-yl)thieno[3,2-b]pyridin-3-yl)picolinonitrile